(1S,4R,5S)-4-((6-Chloropyridin-3-yl)methyl)-2-(3-(3-oxo-2,3-dihydropyridazin-4-yl)-1H-pyrazol-5-yl)-2-azabicyclo[3.1.0]hexan-3-one ClC1=CC=C(C=N1)C[C@H]1C(N([C@H]2C[C@@H]12)C1=CC(=NN1)C=1C(NN=CC1)=O)=O